5-chloro-4-((2-methoxyethoxy)methoxy)-2-((5-(methylsulfonyl)pyridin-3-yl)methoxy)benzaldehyde ClC=1C(=CC(=C(C=O)C1)OCC=1C=NC=C(C1)S(=O)(=O)C)OCOCCOC